1,6-dicyclohexyl-N-(1-(3,4,5-trimethoxyphenyl)-1H-imidazol-4-yl)-1H-pyrazolo[3,4-d]pyrimidin-4-amine C1(CCCCC1)N1N=CC=2C1=NC(=NC2NC=2N=CN(C2)C2=CC(=C(C(=C2)OC)OC)OC)C2CCCCC2